FC1(CC(C1)C1=CC(=C(C(=O)OC)C=C1)C)F methyl 4-(3,3-difluorocyclobutyl)-2-methylbenzoate